N-[[4-[6-[4-[[4-[4-[(2,6-dioxo-3-piperidyl)amino]phenyl]-1-piperidyl]methyl]phenyl]pyrrolo[2,1-f][1,2,4]triazin-4-yl]-2-methyl-phenyl]methyl]-4-methyl-benzamide O=C1NC(CCC1NC1=CC=C(C=C1)C1CCN(CC1)CC1=CC=C(C=C1)C=1C=C2C(=NC=NN2C1)C1=CC(=C(C=C1)CNC(C1=CC=C(C=C1)C)=O)C)=O